FC1=CC(=C(C=C1)C=1C=C2C=CC=NC2=CC1)OC 6-(4-fluoro-2-methoxyphenyl)quinolin